(3s,5s)-4-(4-(3-acetamido-2-fluorophenyl)-5-(2-chloropyrimidin-4-yl)thiazol-2-yl)-3,5-dimethylpiperazine-1-carboxylic acid tert-butyl ester C(C)(C)(C)OC(=O)N1C[C@@H](N([C@H](C1)C)C=1SC(=C(N1)C1=C(C(=CC=C1)NC(C)=O)F)C1=NC(=NC=C1)Cl)C